methyl 1-cyclopropyl-5-[[(3S)-3-methylpiperidin-1-yl]methyl]-2-oxopyridine-3-carboxylate C1(CC1)N1C(C(=CC(=C1)CN1C[C@H](CCC1)C)C(=O)OC)=O